C1C(CC2=CC=CC=C12)NC(=O)C=1N=NC(=C(C1)C)N1CCC(CC1)OC=1C=NC(=CC1)OC N-(2,3-dihydro-1H-inden-2-yl)-6-{4-[(6-methoxypyridin-3-yl)oxy]piperidin-1-yl}-5-methylpyridazine-3-carboxamide